OC(C)[C@@H]1[C@H](CCCC1)NC(OC(C)(C)C)=O tert-butyl ((1S,2S)-2-(1-hydroxyethyl)cyclohexyl)carbamate